[3-(1-AMINO-4-METHYLPHTHALAZIN-6-YL)-5-PYRIDIN-3-YLPHENYL]BORONIC ACID FORMIC ACID SALT C(=O)O.NC1=NN=C(C2=CC(=CC=C12)C=1C=C(C=C(C1)C=1C=NC=CC1)B(O)O)C